3-(1'-((5-fluorobenzofuran-4-yl)methyl)-6-oxo-6,8-dihydro-2H,7H-spiro[furo[2,3-e]isoindole-3,4'-piperidin]-7-yl)piperidine-2,6-dione FC=1C=CC2=C(C=CO2)C1CN1CCC2(CC1)COC1=C3CN(C(C3=CC=C12)=O)C1C(NC(CC1)=O)=O